O=C1N(C([C@@H]2[C@@H]3C=C[C@H]([C@H]12)C3)=O)C3=CC=C(C(=O)NC=1C=CC=C2C=CC=NC12)C=C3 4-[(3aR,4S,7R,7aS)-1,3,3a,4,7,7a-hexahydro-1,3-dioxo-4,7-methano-2H-isoindol-2-yl]-N-8-quinolinyl-benzamide